BrC=1C=CC=2C3=C(C(NC2C1)=O)N=CO3 7-Bromooxazolo[4,5-c]quinolin-4(5H)-one